O=C1NC(CCC1N1C(C2=CC=CC(=C2C1=O)OCCCCCCCCN(C)CC=1C=C(OCCN2C=CC3=CC=C(C=C23)C(=O)NO)C=CC1)=O)=O 1-(2-(3-(((8-((2-(2,6-dioxopiperidin-3-yl)-1,3-dioxoisoindolin-4-yl)oxy)octyl)(methyl)amino)methyl)phenoxy)ethyl)-N-hydroxy-1H-indole-6-carboxamide